6-bromo-N-[2-(2,2-difluoroethoxy)-4-methoxy-pyrimidin-5-yl]-1H-indole-3-sulfonamide BrC1=CC=C2C(=CNC2=C1)S(=O)(=O)NC=1C(=NC(=NC1)OCC(F)F)OC